tert-Butyl-4-[2-[(2R)-3-(3,4-dihydro-1H-isochinolin-2-yl)-2-hydroxy-propyl]-1-oxo-3,4-dihydroisochinolin-6-yl]-3,6-dihydro-2H-pyridin-1-carboxylat C(C)(C)(C)OC(=O)N1CCC(=CC1)C=1C=C2CCN(C(C2=CC1)=O)C[C@@H](CN1CC2=CC=CC=C2CC1)O